3-bromo-5-[4-cyclopropyl-6-(trideuteriomethoxy)pyrimidin-5-yl]-1H-pyrazolo[4,3-d]pyrimidine BrC1=NNC2=C1N=C(N=C2)C=2C(=NC=NC2OC([2H])([2H])[2H])C2CC2